ClC=1C=CC=2N(C1)C(=C(N2)C2=NC=1C(=NC=C(C1)C(F)(F)F)N2C)S(=O)(=O)CC 2-(6-chloro-3-ethylsulfonyl-imidazo[1,2-a]pyridin-2-yl)-3-methyl-6-(trifluoromethyl)imidazo-[4,5-b]pyridine